[Si](C)(C)(C(C)(C)C)OC=1C=C2C(=NN(C2=CC1)C1OCCCC1)C=1C=C(N(N1)C)CCOC(NCCCO)=O 2-[5-[5-[tert-butyl(dimethyl)silyl]oxy-1-tetrahydro-pyran-2-yl-indazol-3-yl]-2-methyl-pyrazol-3-yl]ethyl-N-(3-hydroxypropyl)carbamate